5-[2-(Hydroxymethyl)benzimidazol-1-yl]-1,3-dihydrobenzimidazol-2-one OCC1=NC2=C(N1C1=CC3=C(NC(N3)=O)C=C1)C=CC=C2